Trichloro(tert-amylimino)vanadium (V) Cl[V](=NC(C)(C)CC)(Cl)Cl